FC(C(=O)NC=1C(=CC(=C(C1)NC(C1=CC(=CC=C1)C)=O)F)F)F N-(5-(2,2-difluoroacetamido)-2,4-difluorophenyl)-3-methylbenzamide